(R)-3-(5-(ethoxycarbonyl)-4-(4-((4-ethylpyridin-2-yl)carbamoyl)phenyl)-1H-imidazol-2-yl)piperidine-1-carboxylic acid tert-butyl ester C(C)(C)(C)OC(=O)N1C[C@@H](CCC1)C=1NC(=C(N1)C1=CC=C(C=C1)C(NC1=NC=CC(=C1)CC)=O)C(=O)OCC